CN1N=C2C(=CC(=CC2=C1)NC(=O)C1=CC=2C(=NC(=CC2)N2C[C@@H](N[C@@H](C2)C)C)S1)C N-(2,7-dimethylindazol-5-yl)-6-[(3S,5R)-3,5-dimethylpiperazin-1-yl]thieno[2,3-b]pyridine-2-carboxamide